C(C)(C)(C)OC(=O)NC1=C2N=CNC2=NC=N1 6-((tert-butoxycarbonyl)amino)-9H-purine